BrC1=CC(=C(C=C1)NC(OC1=CC=CC=C1)=O)F Phenyl (4-bromo-2-fluorophenyl)carbamate